BrC=1C=NC=2N(C1)N=CC2C2=CC=C(C(=O)[O-])C=C2 4-(6-Bromopyrazolo[1,5-a]pyrimidin-3-yl)benzoate